1-Cyclopropyl-7-((2-methoxy-4-(4-methylpiperazin-1-yl)phenyl)amino)pyrimido[4,5-d]pyrimidine C1(CC1)N1CN=CC=2C1=NC(=NC2)NC2=C(C=C(C=C2)N2CCN(CC2)C)OC